tert-butyl 4-((1-(4-aminophenyl)piperidin-4-yl)methyl)piperazine-1-carboxylate NC1=CC=C(C=C1)N1CCC(CC1)CN1CCN(CC1)C(=O)OC(C)(C)C